(R)-3-((1R,3R)-1-(3-(2-((3,3-difluoropropyl)amino)ethoxy)-6-fluoro-2-methylphenyl)-6-fluoro-3-methyl-1,3,4,9-tetrahydro-2H-pyrido[3,4-b]indol-2-yl)-2-methylpropionic acid FC(CCNCCOC=1C(=C(C(=CC1)F)[C@H]1N([C@@H](CC2=C1NC1=CC=C(C=C21)F)C)C[C@H](C(=O)O)C)C)F